C1C(=O)NC(=O)C1(O)S(=O)(=O)O hydroxysulfosuccinimide